Ethyl 4-(2,5-dichloropyrimidin-4-yl)-1H-imidazole-2-carboxylate ClC1=NC=C(C(=N1)C=1N=C(NC1)C(=O)OCC)Cl